C(C)(=O)N1CC2(C1)CN(CC2)C2=C(CN1CCCCC13CCN(CC3)C(=O)OC(C(F)(F)F)C(F)(F)F)C=CC=C2 1,1,1,3,3,3-Hexafluoropropan-2-yl 1-(2-(2-acetyl-2,6-diazaspiro[3.4]octan-6-yl)benzyl)-1,9-diazaspiro[5.5]undecane-9-carboxylate